N-(4-hydroxy-3-(methylsulfonyl)phenyl)-6-((4-((trifluoromethyl)thio)benzyl)oxy)nicotinamide methyl-(1r,4r)-4-(((3-chloropyrazin-2-yl)methyl)carbamoyl)cyclohexane-1-carboxylate COC(=O)C1CCC(CC1)C(NCC1=NC=CN=C1Cl)=O.OC1=C(C=C(C=C1)NC(C1=CN=C(C=C1)OCC1=CC=C(C=C1)SC(F)(F)F)=O)S(=O)(=O)C